9-[(6-chloro-3-pyridyl)methyl]-2-diethylphosphoryl-purin-6-amine ClC1=CC=C(C=N1)CN1C2=NC(=NC(=C2N=C1)N)P(=O)(CC)CC